NC1C(C(CCC1)NC(OC(C)(C)C)=O)O tert-butyl (3-amino-2-hydroxycyclohexyl)carbamate